4-Methoxy-N-(4-((3aR,6aR)-5-(pyridin-2-yl)hexahydropyrrolo[3,4-c]pyrrol-2(1H)-yl)phenyl)benzamid COC1=CC=C(C(=O)NC2=CC=C(C=C2)N2C[C@@H]3CN(C[C@H]3C2)C2=NC=CC=C2)C=C1